N-methyl-1-[trans-4-(methylamino)cyclohexyl]methanesulfonamide hydrochloride Cl.CNS(=O)(=O)C[C@@H]1CC[C@H](CC1)NC